ClC1=CC2=C(C=N1)C(=NN2C2OCCCC2)N2CCOC1(CCN(C1)C(=O)OC(C)(C)C)C2 tert-butyl 9-(6-chloro-1-(tetrahydro-2H-pyran-2-yl)-1H-pyrazolo[4,3-c]pyridin-3-yl)-6-oxa-2,9-diazaspiro[4.5]decane-2-carboxylate